COC1=CC(=C(C=C1)C1=NOC(=N1)C1=CC2=C(N(N=N2)CC(C)(O)C)C=C1)C 1-{5-[3-(4-methoxy-2-methylphenyl)-1,2,4-oxadiazol-5-yl]-1H-1,2,3-benzotriazol-1-yl}-2-methylpropan-2-ol